3-bromochloro-5,5-dimethylhydantoin BrN1C(N(C(C1=O)(C)C)Cl)=O